CC1=CC=NC2=NC=CC=C12 4-methyl-[1,8]naphthyridine